ethyl (E)-5-(4'-(((dimethylamino)methylene)carbamoyl)-[1,1'-biphenyl]-4-yl)-2-((2-(trimethylsilyl)ethoxy)methyl)-2H-1,2,3-triazole-4-carboxylate CN(C)\C=N\C(=O)C1=CC=C(C=C1)C1=CC=C(C=C1)C=1C(=NN(N1)COCC[Si](C)(C)C)C(=O)OCC